Methyl 4-(3-fluoro-2-(1-fluoroethyl) phenyl)-2-methyl-5-oxo-1,4,5,7-tetrahydrofuro[3,4-b]pyridine-3-carboxylate FC=1C(=C(C=CC1)C1C2=C(NC(=C1C(=O)OC)C)COC2=O)C(C)F